C[C@@H]1CC[C@H](C2C1=CCC(=C2)C)C(C)C trans-Cadina-1,4-diene